ClC=1C=C2CCN(CC2=C(C1)[C@H]1N(CCC1)C(=O)OC(C)(C)C)C(=O)C1=NC=NC(=C1)C (S)-tert-butyl 2-(6-chloro-2-(6-methylpyrimidine-4-carbonyl)-1,2,3,4-tetrahydroisoQuinolin-8-yl)pyrrolidine-1-carboxylate